The molecule is a butyrate ester obtained by the formal condensation of butyric acid with butan-2-ol. It has a role as a metabolite. It derives from a butan-2-ol. CCCC(=O)OC(C)CC